(R)-1-(2-chloropyridin-3-yl)ethyl (4-(5-((tert-butoxycarbonyl)amino)-4-fluoropyridin-2-yl)-1-methyl-1H-1,2,3-triazol-5-yl)carbamate C(C)(C)(C)OC(=O)NC=1C(=CC(=NC1)C=1N=NN(C1NC(O[C@H](C)C=1C(=NC=CC1)Cl)=O)C)F